2-PHENYL-1H-PYRROLO[2,3-B]PYRIDINE-4-CARBOXALDEHYDE C1(=CC=CC=C1)C1=CC2=C(N=CC=C2C=O)N1